N-(5-(((2S,4R)-4-((6-chloropyrimidin-4-yl)oxy)-2-methylpyrrolidin-1-yl)methyl)thiazol-2-yl)acetamide ClC1=CC(=NC=N1)O[C@@H]1C[C@@H](N(C1)CC1=CN=C(S1)NC(C)=O)C